C(C)(C)(C)OC1=NC=C(C(=N1)OC(C)(C)C)C1=NC=2N(C(=C1)[C@@H]1[C@H](C1)C1=CC3=C(C=N1)C=NN3CC(F)(F)F)N=CC2 6-((1S,2S)-2-(5-(2,4-di-tert-butoxypyrimidin-5-yl)pyrazolo[1,5-a]pyrimidin-7-yl)cyclopropyl)-1-(2,2,2-trifluoroethyl)-1H-pyrazolo[4,3-c]pyridine